CC1CCN(CC1)CCO 2-(4-methyl-1-piperidyl)ethanol